5-((5-(2-hydroxy-6-methoxy-phenyl)-1H-pyrazol-3-yl)amino)pyrazine-2-carbonitrile dihydrochloride Cl.Cl.OC1=C(C(=CC=C1)OC)C1=CC(=NN1)NC=1N=CC(=NC1)C#N